FC[C@H]1CCC2=NN=C(N21)C2=CC=CC(=N2)NC(=O)C=2C(=NN(C2)C2=NC=CN=C2)OC (R)-N-(6-(5-(fluoromethyl)-6,7-dihydro-5H-pyrrolo[2,1-c][1,2,4]triazol-3-yl)pyridin-2-yl)-3-methoxy-1-(pyrazin-2-yl)-1H-pyrazole-4-carboxamide